C(CCCCCCCC)O[Al](OCCCCCCCCC)OCCCCCCCCC trinonyloxyaluminum